chloromethyl 2,5,8,11,14-pentoxahexadecane-16-oate COCCOCCOCCOCCOCC(=O)OCCl